ClC1=C(CNC(=O)[C@]2(C=3C=CC=NC3[C@]3(CC2)OC3)F)C=CC(=C1F)Cl (2S,5'S)-N-(2,4-dichloro-3-fluoro-benzyl)-5'-fluoro-6',7'-dihydro-5'H-spiro[oxirane-2,8'-quinoline]-5'-carboxamide